N'-(6-chloropyridin-3-yl)-N6-((1-methyl-1H-pyrazol-4-yl)methyl)isoquinoline-1,6-diamine ClC1=CC=C(C=N1)N(C=1C=C2C=CN=C(C2=CC1)N)CC=1C=NN(C1)C